CC(=C)[C@H]1C[C@@H](C(C1)(C)C)C2=C(C3=C(C=C2O)OC4=C(C3=O)C=CC=C4O)O The molecule is a member of the class of xanthones that is 5-O-demethylpaxanthonin, in which hydroxy group at position 6 is replaced by a hydrogen. Isolated from the leaves of Hypericum styphelioides, it exhibits antioxidant activity. It has a role as a metabolite and an antioxidant. It is a member of xanthones and a member of phenols. It derives from a 5-O-demethylpaxanthonin.